CNC(=O)[C@@H]1C[C@@H](CC1)N1C(=NC2=C1C=C(C=C2)C(=O)NCCCN2CCN(CC2)C2=CC=CC=C2)C2=CC(=C(C(=C2)OC)OC)OC 1-((1R,3S)-3-(methylcarbamoyl)cyclopentyl)-N-(3-(4-phenylpiperazin-1-yl)propyl)-2-(3,4,5-trimethoxyphenyl)-1H-benzo[d]imidazole-6-carboxamide